(2R,4S)-4-(4-chloro-3-((1,2-dimethyl-1H-benzo[d]imidazol-5-yl)ethynyl)-1H-pyrrolo[3,2-c]pyridin-1-yl)-2-(methoxymethyl)pyrrolidine-1-carboxylic acid tert-butyl ester C(C)(C)(C)OC(=O)N1[C@H](C[C@@H](C1)N1C=C(C=2C(=NC=CC21)Cl)C#CC2=CC1=C(N(C(=N1)C)C)C=C2)COC